C(C)(C)N(C1=CC2=C(C(=N1)CNC)CN(C2=O)C2=NC(=CC=C2)C2=NN=C1N2C2CCC1C2)C 6-(isopropyl(methyl)amino)-4-((methylamino)methyl)-2-(6-(5,6,7,8-tetrahydro-5,8-methano[1,2,4]triazolo[4,3-a]pyridin-3-yl)pyridin-2-yl)-2,3-dihydro-1H-pyrrolo[3,4-c]pyridin-1-one